N1=CN=CC2=CC(=CC=C12)B(O)O 6-QUINAZOLINEBORONIC ACID